C(#N)C(COC=1C=C(C=2N(C1)N=CC2C#N)C=2C=NC(=CC2)N2CC1N(C(C2)C1)CC=1C=NC(=CC1)OC)(C)C 6-(2-cyano-2-methylpropoxy)-4-(6-(6-((6-methoxypyridin-3-yl)methyl)-3,6-diazabicyclo[3.1.1]heptan-3-yl)pyridin-3-yl)pyrazolo[1,5-a]pyridine-3-carbonitrile